C(C(=O)O)(=O)O.N1CCC12CCCC2.N2CCC21CCCC1 azaspiro[3.4]octane hemioxalate